(4-((3-methyl-2,4-dioxo-1,2,3,4-tetrahydropyrido[3,2-d]pyrimidin-7-yl)methyl)piperazin-1-yl)-N-methylpicolinamide CN1C(NC2=C(C1=O)N=CC(=C2)CN2CCN(CC2)C=2C(=NC=CC2)C(=O)NC)=O